naphtho[1,2-c]phenanthridine C1=CC=CC=2C=NC=3C4=C(C=CC3C12)C1=CC=CC=C1C=C4